3-chloro-2,4-difluorophenol ClC=1C(=C(C=CC1F)O)F